Bis(3,4-epoxy-6-methylcyclohexylmethyl)adipat CC1CC2C(CC1COC(CCCCC(=O)OCC1CC3C(CC1C)O3)=O)O2